N-[2-(1H-indol-4-yl)ethyl]-2-{2-[(1H-benzimidazol-2-yl)thio]acetamido}benzamide N1C=CC2=C(C=CC=C12)CCNC(C1=C(C=CC=C1)NC(CSC1=NC2=C(N1)C=CC=C2)=O)=O